1,6-dimethyl-4-[4-(5-piperazin-1-ylpyrazin-2-yl)-1-piperidinyl]pyrazolo[3,4-b]pyridine CN1N=CC=2C1=NC(=CC2N2CCC(CC2)C2=NC=C(N=C2)N2CCNCC2)C